3-bromo-5-cyano-(hydroxymethyl)benzoic acid BrC=1C(=C(C(=O)O)C=C(C1)C#N)CO